(3-(4-(aminomethyl)-4-(methoxymethyl)piperidin-1-yl)-6-(2,3-dichlorophenyl)-5-methylpyrazin-2-yl)methanol NCC1(CCN(CC1)C=1C(=NC(=C(N1)C)C1=C(C(=CC=C1)Cl)Cl)CO)COC